CC1=CC=C(C(=O)OC(C2=CC=C(C=C2)C)=O)C=C1 (4-methylbenzoyl)4-methylbenzoate